1,5,7-trimethyl-4-oxo-N-(cis-4-phenylcyclohexyl)-4,5-dihydro-1H-pyrazolo[4,3-c]pyridine-3-carboxamide CN1N=C(C=2C(N(C=C(C21)C)C)=O)C(=O)N[C@@H]2CC[C@@H](CC2)C2=CC=CC=C2